OC1CN(CC(C1)C)C(=O)OC(C)(C)C tert-butyl 3-hydroxy-5-methylpiperidine-1-carboxylate